N-[1-(benzyl)-4-piperidinyl]-N-[2-(2-pyridinyl)ethyl]-N'-(2-pyridinylmethyl)-1,4-benzenedimethanamine C(C1=CC=CC=C1)N1CCC(CC1)N(CC1=CC=C(C=C1)CNCC1=NC=CC=C1)CCC1=NC=CC=C1